C(C)(=O)ONC(=O)CCCCCCC(=O)NCCCCCN(C1=CC=C(C=C1)C#CC1=CC=C(S1)/C=C/C(=O)OCCOCCOCCOC)C 2-[2-(2-Methoxyethoxy)ethoxy]ethyl (2E)-3-[5-(2-{4-[(5-{7-[(acetyloxy) carbamoyl]heptanamido}pentyl)(methyl)amino]phenyl}ethynyl)thiophen-2-yl]prop-2-enoate